CC=1C(=C(C=C(C1)C(F)(F)F)O)C=1C=NC=2C(N1)=NN(C2)C2(COCC2)C 3-methyl-2-(2-(3-methyltetrahydrofuran-3-yl)-2H-pyrazolo[3,4-b]pyrazin-6-yl)-5-(trifluoromethyl)phenol